ClC1=CC(=C(C(=O)O)C=C1C(F)(F)F)OC1=C(C=C(C=C1)F)C 4-chloro-2-(4-fluoro-2-methylphenoxy)-5-(trifluoromethyl)benzoic acid